C1(=CC=C(C=C1)C=1NC(C2=CC=CC=C2C1C1=CC=C(C=C1)C)=O)C 3,4-di(p-tolyl)isoquinolin-1(2H)-one